N1=CC(=CC=C1)C1=NNC2=CC=C(C=C12)NC(C1=CC=C(C(=O)N)C=C1)=O N-(3-(pyridin-3-yl)-1H-indazol-5-yl)terephthalamide